BrC1=CC=C(C2=CC=CC=C12)CN1C(C2=CC=CC=C2C1=O)=O ((4-bromonaphthalen-1-yl)methyl)isoindoline-1,3-dione